ClC=1C(=CC2=C([C@@H](C[C@@H](O2)C(=O)NC23CC(C2)(C3)N3N=C2C=CC(=CC2=C3)OC)O)C1)Cl (2R,4R)-6,7-dichloro-4-hydroxy-N-[3-(5-methoxy-2H-indazol-2-yl)bicyclo[1.1.1]pentan-1-yl]-3,4-dihydro-2H-1-benzopyran-2-carboxamide